4-[[(5S)-3-(3,5-difluorophenyl)-5-vinyl-4H-isoxazole-5-carbonyl]amino]tetrahydrofuran-2-carboxylic acid benzyl ester C(C1=CC=CC=C1)OC(=O)C1OCC(C1)NC(=O)[C@]1(CC(=NO1)C1=CC(=CC(=C1)F)F)C=C